5,8-dibromo-2,3-bis(3-(octyloxy)phenyl)quinoxaline Gallium-indium [In].[Ga].BrC1=C2N=C(C(=NC2=C(C=C1)Br)C1=CC(=CC=C1)OCCCCCCCC)C1=CC(=CC=C1)OCCCCCCCC